BrC1=C(C(=CC(=C1)C(C(F)(F)F)(C(F)(F)F)F)Br)NC(C1=CC=C(C=C1)F)=O N-(2,6-dibromo-4-(perfluoropropan-2-yl)phenyl)-4-fluorobenzamide